9-(difluoromethyl)-4,5-dihydro-2H-pyrazolo[3,4-f]quinoline-7-carboxamide FC(C1=CC(=NC=2CCC=3C(C12)=NNC3)C(=O)N)F